2-(3-(2-(2-aminoethoxy)ethoxy)propan-amido)-N-(5-methylpyridin-2-yl)benzamide NCCOCCOCCC(=O)NC1=C(C(=O)NC2=NC=C(C=C2)C)C=CC=C1